(S)-tert-Butyl ((6-(3-bromo-2-chlorophenyl)-2-methoxypyridin-3-yl)methyl)((5-oxopyrrolidin-2-yl)methyl)carbamate BrC=1C(=C(C=CC1)C1=CC=C(C(=N1)OC)CN(C(OC(C)(C)C)=O)C[C@H]1NC(CC1)=O)Cl